S1C2=C(C=C1C1=NOCCS1=O)C=CC=C2 3-benzo[b]thiophen-2-yl-5,6-dihydro-1,4,2-oxathiazine-4-oxide